ClC=1C(=NC=CC1C1=NC(=C(C=C1)CNC[C@@H]1NC(CC1)=O)OC)C=1C(=C(C=CC1)NC(C1=NC=C(C(=C1)OC)CN1C[C@@H](CC1)O)=O)C N-(3-(3'-chloro-6-methoxy-5-(((((R)-5-oxopyrrolidin-2-yl)methyl)amino)methyl)-[2,4'-bipyridin]-2'-yl)-2-methylphenyl)-5-(((R)-3-hydroxypyrrolidin-1-yl)methyl)-4-methoxypicolinamide